C(C)(C)(C)OC(=O)N(C=1C=C(C(=C2C3=C(NC12)N=CC(=C3N(C)C)C3=CN1C(C(=CC=C1C=C3)C(=O)OCC)=O)F)F)C ethyl 7-(8-((tert-butoxycarbonyl)(methyl)amino)-4-(dimethylamino)-5,6-difluoro-9H-pyrido[2,3-b]indol-3-yl)-4-oxo-4H-quinolizine-3-carboxylate